N-methyl-γ-aminobutyric acid CNCCCC(=O)O